nickel (0) bis(di-tert-butylfumarate) C(C)(C)(C)\C(=C(/C(=O)O)\C(C)(C)C)\C(=O)O.C(C)(C)(C)\C(=C(/C(=O)O)\C(C)(C)C)\C(=O)O.[Ni]